Cl.FC1=C(OCCC=2N=NN(C2)CCOCCN)C(=CC=C1F)C=1N=C(SC1)N1CCOCC1 2-(2-(4-(2-(2,3-difluoro-6-(2-morpholinothiazol-4-yl)phenoxy)ethyl)-1H-1,2,3-triazol-1-yl)ethoxy)ethan-1-amine hydrochloride